C(CCC)OC1=C(C=CC=C1)NC(\C=C\C1=CC=C(C=C1)OCC1CC1)=O (E)-N-(2-butoxyphenyl)-3-(4-(cyclopropylmethoxy)phenyl)acrylamide